3'-(oxybis(methylene))bis(1H-pyrrole) O(CN1C=CC=C1)CN1C=CC=C1